OC([C@H](C1=CC=CC=C1)NC1=NC(=NC=C1C1=NC(=NO1)C12CCN(CC1)CC2)NC=2C=C1C(NC(C1=CC2)=O)(C)C)([2H])[2H] (S)-5-((4-((2-hydroxy-1-phenylethyl-2,2-d2)amino)-5-(3-(quinuclidin-4-yl)-1,2,4-oxadiazol-5-yl)pyrimidin-2-yl)amino)-3,3-dimethylisoindolin-1-one